BrCCCCOC=1C=CC=2C3C(C(NC2C1F)=O)C3 5-(4-bromobutoxy)-4-fluoro-1,1a,3,7b-tetrahydro-2H-cyclopropa[c]quinolin-2-one